3-(1,1-Dimethylethyl)-2,2,4,4-tetramethyl-3-pentanol CC(C)(C)C(C(C)(C)C)(C(C)(C)C)O